C(C)(C)(C)OC(NCCN(CCNC(OC(C)(C)C)=O)CC1=CC=CC=C1)=O di-tert-butyl((benzylazanediyl)bis(ethane-2,1-diyl))dicarbamate